BrC1=C(C(=O)OC)C=C(C(=C1)F)F methyl 2-bromo-4,5-difluoro-benzoate